C(\C=C\CCCC)OC(CCC(=O)O)OC\C=C\CCCC 4,4-bis(((E)-hept-2-en-1-yl)oxy)butanoic acid